NC1=C(C=C2C(=N1)C=C(N2)CN2C(C=1C=NC=CC1[C@]21C(N(CC1)CC1=CC=C(C=C1)F)=O)=O)F (R)-2'-((5-Amino-6-fluoro-1H-pyrrolo[3,2-b]pyridin-2-yl)methyl)-1-(4-fluorobenzyl)spiro[pyrrolidine-3,1'-pyrrolo[3,4-c]pyridine]-2,3'(2'H)-dione